C1(=CC=C(C=C1)NC=1C=CC2=C(SC3=C2C=CC=C3)C1)C1=CC=CC=C1 N-([1,1'-biphenyl]-4-yl)dibenzo[b,d]thiophen-3-amine